C(CCC)PC1=C(C(=CC=C1OC)OC)C1=C(C=C(C=C1C(C)C)C(C)C)C(C)C butyl(2',4',6'-triisopropyl-3,6-dimethoxy-[1,1'-biphenyl]-2-yl)phosphine